3-methyleneoct-4-en-1-ol C=C(CCO)C=CCCC